4,4'-dithio-bis(2,6-dimethylmorpholine) CC1CN(CC(O1)C)SSN1CC(OC(C1)C)C